COC=1C=C(C=C(C1OC)OC)N1C=NC(=C1)NC1=NN2C(C(=N1)N1C[C@@H](CC1)O)=CC=C2 (R)-1-(2-((1-(3,4,5-trimethoxyphenyl)-1H-imidazol-4-yl)amino)pyrrolo[2,1-f][1,2,4]triazin-4-yl)pyrrolidin-3-ol